CN(CCC[C@@](O)(C1=CC=C(C=C1)F)C1=C(C=C(C#N)C=C1)CO)C (R)-4-[4-dimethylamino-1-(4-fluorophenyl)-1-hydroxybutyl]-3-hydroxymethylbenzonitrile